ClC=1C(N(C(=CC1OCCC1=NC=C(C=C1F)F)C)C1=CC(=NC=C1Cl)C=1N=C(SC1)C(C)(C)O)=O (R)-3,5'-dichloro-4-(((R)-3,5-difluoropyridin-2-yl)ethoxy)-2'-(2-(2-Hydroxypropan-2-yl)thiazol-4-yl)-6-methyl-2H-[1,4'-bipyridyl]-2-one